4-(2-Ethoxy-2-oxoethyl)benzoic acid C(C)OC(CC1=CC=C(C(=O)O)C=C1)=O